methyl-2-chloro-6-hydroxynicotinic acid CC=1C(=NC(=C(C(=O)O)C1)Cl)O